6-(2,6-difluorophenyl)-4-((6-morpholinopyridin-3-yl)amino)pyridazine-3-carboxylic acid methyl ester COC(=O)C=1N=NC(=CC1NC=1C=NC(=CC1)N1CCOCC1)C1=C(C=CC=C1F)F